C[Si](OC)(OC)C1=CC=CC=C1 Methyl-(phenyl)dimethoxysilane